1-(6-(4-(4-(1-carboxycyclopropyl)butyl)phenyl)hexyl)cyclopropane C(=O)(O)C1(CC1)CCCCC1=CC=C(C=C1)CCCCCCC1CC1